4-(((1,6-Dimethyl-1H-pyrazolo[3,4-d]pyrimidin-4-yl)amino)methyl)benzenesulfonamide CN1N=CC=2C1=NC(=NC2NCC2=CC=C(C=C2)S(=O)(=O)N)C